N1=C(C=CC=C1)CCC1=NC=CC=C1 1,2-di(2-pyridyl)ethane